CN(C1=NC=CC(=N1)N1C=NC(=C1)C(=O)NC1=CC(=C(C=C1)C)NC(=O)C1=CN=CN1C)C 1-[2-(Dimethylamino)pyrimidin-4-yl]-N-(4-methyl-3-{[(1-methyl-1H-imidazol-5-yl)carbonyl]amino}phenyl)-1H-imidazole-4-carboxamide